NC1=C(C(=NN1C(C)C)C1=CC=C(C=C1)CC(=O)NC1=CC(=C(C=C1)C)CC)C(=O)N 5-Amino-3-(4-(2-((3-ethyl-4-methylphenyl)amino)-2-oxoethyl)phenyl)-1-isopropyl-1H-pyrazole-4-carboxamide